COC1=NN(C=C1C1=C(C=2C(=NC=C3C2N(C(N3C)=O)C3CCC(CC3)CC#N)N1)C=1C=C3C=NN(C3=CC1)C)C ((1S,4S)-4-(7-(3-methoxy-1-methyl-1H-pyrazol-4-yl)-3-methyl-8-(1-methyl-1H-indazol-5-yl)-2-oxo-3,6-dihydroimidazo[4,5-d]pyrrolo[2,3-b]pyridin-1(2H)-yl)cyclohexyl)acetonitrile